C(C(=C)C)(=O)OCCCC[Si](OC)(OC)OC 3-(methacryloxymethyl)propyltrimethoxysilane